C(C)(C)(C)OC(=O)NCCOC1=C(C=CC=C1)C=1C(=CC(=C(C1)CS(=O)(=O)C=1C=C(C(=O)OC)C=C(C1OC)Cl)F)F Methyl 3-[[5-[2-[2-(tert-butoxycarbonylamino)ethoxy]phenyl]-2,4-difluoro-phenyl]methylsulfonyl]-5-chloro-4-methoxybenzoate